C1(=CC=CC=C1)C1=C2C(=C3CC4=CC=CC=C4C3=C1)CC2 Phenylethanofluorene